NCC1=C(C=C(C=N1)C(C)(C)O)Cl 2-[6-(aminomethyl)-5-chloropyridin-3-yl]propan-2-ol